C1(=CC=C(C=C1)C1=NC(=NC(=N1)C1=CC=CC=C1)N1C2=CC=CC=C2C2=CC=C3C(=C12)N(C=1C=CC=CC13)C=1C=C(C=CC1)C1=CC=CC=C1)C1=CC=CC=C1 11-[4-(biphenyl-4-yl)-6-phenyl-1,3,5-triazin-2-yl]-11,12-dihydro-12-(biphenyl-3-yl)indolo[2,3-a]carbazole